OC1=CC=C(CNC(CCC\C=C/CCCCCCCCCCCCCC)=O)C=C1 (Z)-N-(4-hydroxybenzyl)eicos-5-enamide